1-(6-n-butoxynaphthalen-2-yl)tetrahydrothiophenium 2-bicyclo[2.2.1]hept-2-yl-1,1,2,2-tetrafluoroethanesulfonate C12C(CC(CC1)C2)C(C(S(=O)(=O)[O-])(F)F)(F)F.C(CCC)OC=2C=C1C=CC(=CC1=CC2)[S+]2CCCC2